CC1=C(C(=C(C(=C1CC1=CC(=C(C(=C1)C(C)(C)C)O)C(C)(C)C)C)CC1=CC(=C(C(=C1)C(C)(C)C)O)C(C)(C)C)C)CC1=CC(=C(C(=C1)C(C)(C)C)O)C(C)(C)C 1,3,5-trimethyl-2,4,6-tris(3,5-di-t-butyl-4-hydroxybenzyl)-benzene